BrC=1C=C(C(=C(C=NC(C(=O)O)CC2=CC=C(C=C2)O)C1)OC(C(C)C)=O)OC(C(C)C)=O 2-(5-bromo-2,3-bis(isobutyryloxy)benzylideneamino)-3-(4-hydroxyphenyl)propanoic acid